Cl.Cl.C(C)(C)NC1CNCC1OC N-Isopropyl-4-methoxypyrrolidin-3-amine dihydrochloride